ClC=1C=C(C=CC1Cl)NC(=O)N1C2CCC1CC1=C2C=CC(=C1)O N-(3,4-dichlorophenyl)-2-hydroxy-6,7,8,9-tetrahydro-5H-5,8-epiminobenzo[7]annulene-10-carboxamide